(R)-3-(2-((S)-1-(3,4-difluorophenyl)-5-oxopyrrolidin-2-yl)-5-(3,5-dimethylisoxazol-4-yl)-1H-benzo[d]imidazol-1-yl)pyrrolidine-1-carboxylic acid tert-butyl ester C(C)(C)(C)OC(=O)N1C[C@@H](CC1)N1C(=NC2=C1C=CC(=C2)C=2C(=NOC2C)C)[C@H]2N(C(CC2)=O)C2=CC(=C(C=C2)F)F